(S)-6-(1-amino-1,3-dihydro-spiro[inden-2,4'-piperidin]-1'-yl)-3-(1-(2,5-difluorophenyl)vinyl)-1H-pyrazolo[3,4-d]pyrimidin-4(5H)-one N[C@@H]1C2=CC=CC=C2CC12CCN(CC2)C=2NC(C1=C(N2)NN=C1C(=C)C1=C(C=CC(=C1)F)F)=O